2-amino-3-(5-chloro-1,3-thiazol-4-yl)propanoic acid NC(C(=O)O)CC=1N=CSC1Cl